4-((3-(9-(aminomethyl)-3,4-dihydro-2H-[1,4]oxazepino[2,3,4-hi]indol-6-yl)prop-2-yn-1-yl)amino)benzenesulfonamide NCC=1C=C2C=C(N3C2=C(C1)OCCC3)C#CCNC3=CC=C(C=C3)S(=O)(=O)N